C(C)N([C@@H](C(C)C)C(=O)OC(CCCC)C1=C(C=C(C=C1)C(F)(F)F)C1=NN=NN1C)C1=CC=C(C=C1)C 1-(2-(1-methyl-1H-tetrazol-5-yl)-4-(trifluoromethyl)phenyl)pentan-1-ol ethyl-p-tolylvalinate